2-[4-(dibutylamino)-2-hydroxy-benzoyl]benzoic acid C(CCC)N(C1=CC(=C(C(=O)C2=C(C(=O)O)C=CC=C2)C=C1)O)CCCC